OC1C(OCC1(CO)O)OC1C(OC(C(C1O)O)CO)OC1=CC(=C(C=C1)C(C=CC1=CC=C(C=C1)O)=O)O 1-[4-[3-[3,4-Dihydroxy-4-(hydroxymethyl)oxolan-2-yl]oxy-4,5-dihydroxy-6-(hydroxymethyl)oxan-2-yl]oxy-2-hydroxyphenyl]-3-(4-hydroxyphenyl)prop-2-en-1-one